4-{[(1S)-2-hydroxy-1-phenylethyl]amino}-N-methyl-2-[(2-methyl-3-oxo-1,2,3,4-tetrahydroisoquinolin-7-yl)amino]pyrimidine-5-carboxamide OC[C@H](C1=CC=CC=C1)NC1=NC(=NC=C1C(=O)NC)NC1=CC=C2CC(N(CC2=C1)C)=O